C1(CCCCC1)C1=CSC=C1C1CCCCC1 (3,4-di(cyclohexyl))thiophene